isopropyl-5-(2-(5-(4-ethylpiperazin-1-yl)pyridin-2-yl)aminopyrimidin-4-yl)-pyridin-2(1H)-one C(C)(C)N1C(C=CC(=C1)C1=NC(=NC=C1)NC1=NC=C(C=C1)N1CCN(CC1)CC)=O